FC(C1=NN=C(O1)C=1C=CC(=NC1)CN1N=NC(=C1)C=1C=C(C=CC1)NC(=O)C1CNC1)F N-(3-(1-((5-(5-(difluoromethyl)-1,3,4-oxadiazol-2-yl)pyridin-2-yl)methyl)-1H-1,2,3-triazol-4-yl)phenyl)azetidine-3-carboxamide